pyridin-3-yl propionate C(CC)(=O)OC=1C=NC=CC1